ClC=1C=CC(=C(C1)[C@@H]1[C@H](C1)C(=O)NC1=NC=NC(=C1)NCC=1N=C2N(C=C(C=C2)C2CC2)C1)[N+](=O)[O-] |r| rac-(1S*,2S*)-2-(5-chloro-2-nitrophenyl)-N-(6-(((6-cyclopropylimidazo[1,2-a]pyridin-2-yl)methyl)amino)pyrimidin-4-yl)cyclopropane-1-carboxamide